ClC1=NC=C(C(=C1)C1=C(C=NC(=C1)C)C(=O)NC=1SC2=C(N1)CN(C2)C(=O)C=2C=NN(C2)CC)OC 2'-chloro-N-(5-(1-ethyl-1H-pyrazole-4-carbonyl)-5,6-dihydro-4H-pyrrolo[3,4-d]thiazol-2-yl)-5'-methoxy-6-methyl-[4,4'-bipyridine]-3-carboxamide